C(C)(C)(C)OC(=O)N1N=C(C2=NC(=C(C=C21)OC)C2=C1CCCC1=CC=C2)C=2C=NC(=CC2)C(C)=O (6-acetylpyridin-3-yl)-5-(2,3-dihydro-1H-inden-4-yl)-6-methoxy-1H-pyrazolo[4,3-b]pyridine-1-carboxylic acid tert-butyl ester